CC(N(C=O)C)C dimethyl-N,N-dimethylformamide